methyl 4-(5-hydroxy-6-methylpyridin-2-yl)-1-methyl-1H-pyrazole-5-carboxylate OC=1C=CC(=NC1C)C=1C=NN(C1C(=O)OC)C